3-(4-fluoro-1H-pyrazol-1-yl)-3-(((2-(trifluoromethyl)-[1,2,4]triazolo[1,5-a]pyridin-5-yl)amino)methyl)azetidine-1-carboxamide FC=1C=NN(C1)C1(CN(C1)C(=O)N)CNC1=CC=CC=2N1N=C(N2)C(F)(F)F